5-[7-(2-cyclobutylethoxy)-1-fluoro-3,6-dihydroxynaphthalen-2-yl]-1λ6,2,5-thiadiazolidine-1,1,3-trione C1(CCC1)CCOC1=C(C=C2C=C(C(=C(C2=C1)F)N1CC(NS1(=O)=O)=O)O)O